2-chloro-6-cyclopropyl-5-fluoronicotinonitrile ClC1=C(C#N)C=C(C(=N1)C1CC1)F